(9H-fluoren-9-yl)methyl N-[(1S)-1-{[(1S)-1-{[3-chloro-4-(hydroxymethyl)phenyl]carbamoyl}ethyl]carbamoyl}-2-methylpropyl]carbamate ClC=1C=C(C=CC1CO)NC(=O)[C@H](C)NC(=O)[C@H](C(C)C)NC(OCC1C2=CC=CC=C2C=2C=CC=CC12)=O